NC1=NC=C(C2=C1C(=C(N2C)C2=CC=C(C=C2)NC(=O)C(=C)F)C=2C=C(C(=NC2)C(=O)NCC(F)(F)F)Cl)C#CCO 5-(4-amino-2-{4-[(2-fluoroacrylamino)]phenyl}-7-(3-hydroxyprop-1-ynyl)-1-methylpyrrolo[3,2-c]pyridin-3-yl)-3-chloro-N-(2,2,2-trifluoroethyl)pyridine-2-carboxamide